1-(2-(4-(4-((5-bromo-4-((5-(dimethylphosphono)quinoxalin-6-yl)amino)pyrimidine-2-yl)amino)-5-methoxy-2-(1-methyl-1H-pyrazol-4-yl)phenyl)piperazin-1-yl)-2-oxoethyl)piperidine BrC=1C(=NC(=NC1)NC1=CC(=C(C=C1OC)N1CCN(CC1)C(CN1CCCCC1)=O)C=1C=NN(C1)C)NC=1C(=C2N=CC=NC2=CC1)P(=O)(OC)OC